methyl 4-(((((3r,5r,7r)-adamantan-1-yl)methyl)(methyl)amino)methyl)benzoate C12(CC3CC(CC(C1)C3)C2)CN(C)CC2=CC=C(C(=O)OC)C=C2